C1(=CC=CC=C1)CCCC1=NOC(=N1)[C@H]1N(CC2(CC2)C1)S(=O)(=O)CC1=CC=CC=C1 3-(3-phenylpropyl)-5-{(6S)-5-benzylsulfonyl-5-azaspiro[2.4]hept-6-yl}-1,2,4-oxadiazole